C[C@@H]1OC[C@@H]2[C@H](O1)C1=CC=CC=C1C2 |r| (2RS,4aRS,9bSR)-2-methyl-4,4a,5,9b-tetrahydroindeno[1,2-d][1,3]dioxin